OC1=CC=C(CC2CCCCC2)C=C1 2-(4-hydroxybenzyl)cyclohexane